7-(6-amino-4-(5-methylfuran-2-yl)-1H-pyrazolo[3,4-d]pyrimidin-1-yl)-N-hydroxyheptanamide NC1=NC(=C2C(=N1)N(N=C2)CCCCCCC(=O)NO)C=2OC(=CC2)C